5-(1-(3,3-difluorocyclobutyl)-1H-benzo[d][1,2,3]triazol-6-yl)-N-((3R,4S)-3-fluoro-1-(oxetan-3-yl)piperidin-4-yl)-4-methoxypyrrolo[2,1-f][1,2,4]triazin-2-amine FC1(CC(C1)N1N=NC2=C1C=C(C=C2)C=2C=CN1N=C(N=C(C12)OC)N[C@@H]1[C@@H](CN(CC1)C1COC1)F)F